bromo-2-[(4-chloro-2-fluorophenyl)methoxy]quinoline BrC=1C(=NC2=CC=CC=C2C1)OCC1=C(C=C(C=C1)Cl)F